CC(=O)N(CCCC[C@@H](C(=O)O)NC(=O)CC(CC(=O)O)(C(=O)O)O)O The molecule is an L-lysine derivative that is N(alpha)-citryl-L-lysine having hydroxy and acetyl substituents attached to the side-chain amino group. It derives from a citric acid. It is a conjugate acid of a N(alpha)-citryl-N(epsilon)-acetyl-N(epsilon)-hydroxylysine(3-).